ethyl 2-[4-(1-methyl-1H-pyrazol-5-yl)-1-piperidinyl]-6-azaspiro[3.4]octane-6-carboxylate hydrochloride Cl.CN1N=CC=C1C1CCN(CC1)C1CC2(C1)CN(CC2)C(=O)OCC